Methyl-(2R)-2-{[1-(3-fluoropyridin-2-yl)-5-(6-fluoropyridin-3-yl)-1H-pyrazol-3-yl]oxy}propanoat COC([C@@H](C)OC1=NN(C(=C1)C=1C=NC(=CC1)F)C1=NC=CC=C1F)=O